(2R,3R,4S,5R)-2-(6-Amino-8-chloro-2-fluoro-9H-purin-9-yl)-5-(hydroxymethyl)tetrahydrofuran NC1=C2N=C(N(C2=NC(=N1)F)[C@@H]1O[C@H](CC1)CO)Cl